BrC=1C=C2C(=NC1)CN(C2=O)CC(=O)N2[C@@H](C[C@H](C2)OC(F)F)C(=O)OC methyl (2S,4R)-1-[2-(3-bromo-5-oxo-7H-pyrrolo[3,4-b]pyridin-6-yl)acetyl]-4-(difluoromethoxy)pyrrolidine-2-carboxylate